8-Cyclopentyl-N-(3-fluoro-5-(1-(4-fluorophenyl)-1H-pyrazol-3-yl)benzyl)-7H-purine-6-carboxamide C1(CCCC1)C1=NC2=NC=NC(=C2N1)C(=O)NCC1=CC(=CC(=C1)C1=NN(C=C1)C1=CC=C(C=C1)F)F